Pimelic acid dihydrazide C(CCCCCC(=O)NN)(=O)NN